N-(3-amino-3-iminopropyl)-4-(4-benzamido-1-methyl-1H-pyrrole-2-carboxamido)-1-methyl-1H-pyrrole-2-carboxamide NC(CCNC(=O)C=1N(C=C(C1)NC(=O)C=1N(C=C(C1)NC(C1=CC=CC=C1)=O)C)C)=N